CC=1/C(/C2=CC=C(C=C2C1CC(=O)O)C)=C/C1=CC=C(C=C1)COC1=CC=CC=C1 (Z)-2-(2,5-dimethyl-1-(4-(phenoxymethyl)benzylidene)-1H-inden-3-yl)acetic acid